(4-(3-methoxyoxetan-3-yl)phenyl)(4-(6-(trifluoromethyl)pyridin-3-yl)piperidin-1-yl)methanone COC1(COC1)C1=CC=C(C=C1)C(=O)N1CCC(CC1)C=1C=NC(=CC1)C(F)(F)F